ClC=1C=C(C=CC1)NC1=CC=CC2=C1OC1=C2C=CC=C1 N-(3-chlorophenyl)dibenzo[b,d]furan-4-amine